4-(difluoromethyl)-6-(2-(trimethylsilyl)ethoxy)nicotinic acid methyl ester COC(C1=CN=C(C=C1C(F)F)OCC[Si](C)(C)C)=O